(biphenyl-4,4'-diyl)bis(N1-phenyl-N4,N4-di-m-tolylbenzene-1,4-diamine) C1(=CC=C(C=C1)C1=C(C=CC(=C1)N(C=1C=C(C=CC1)C)C=1C=C(C=CC1)C)NC1=CC=CC=C1)C1=CC=C(C=C1)C1=C(C=CC(=C1)N(C=1C=C(C=CC1)C)C=1C=C(C=CC1)C)NC1=CC=CC=C1